C(C)(C)C=1C2=C(NC1C=1C=C(C=3N(C1)N=CN3)C)C=C(S2)C(=O)N(C2CCN(CC2)CCC(F)(F)F)C 6-isopropyl-N-methyl-5-(8-methyl-[1,2,4]triazolo[1,5-a]pyridin-6-yl)-N-[1-(3,3,3-trifluoropropyl)-4-piperidyl]-4H-thieno[3,2-b]pyrrole-2-carboxamide